C(C=C)(=O)OCCC[Si](O[Si](C)(C)C)(O[Si](C)(C)C)O[Si](C)(C)C 3-acryloxypropyltris(trimethylsiloxy)silane